(2S,4R)-1-[(2S)-2-amino-3,3-dimethyl-butanoyl]-4-hydroxy-N-[[4-(4-methylthiazol-5-yl)phenyl]methyl]pyrrolidine-2-carboxamide N[C@H](C(=O)N1[C@@H](C[C@H](C1)O)C(=O)NCC1=CC=C(C=C1)C1=C(N=CS1)C)C(C)(C)C